OC=1C=C(C=CC1)C#CC1=C(C(=O)N2CCNCC2)C=CC=C1 4-[2-[2-(3-Hydroxyphenyl)ethynyl]benzoyl]piperazin